5-(4-(2-(4-(azetidin-2-ylmethoxy)phenyl)propan-2-yl)phenoxy)pyrimidine N1C(CC1)COC1=CC=C(C=C1)C(C)(C)C1=CC=C(OC=2C=NC=NC2)C=C1